ClC=1C=C(CNC2=NC=NC3=CC(=C(C=C23)OC2CCN(CC2)C(C=C)=O)OC)C=CC1Cl 1-(4-((4-((3,4-dichlorobenzyl)amino)-7-methoxyquinazolin-6-yl)oxy)piperidin-1-yl)prop-2-en-1-one